N,N-dipropylsilaneamine C(CC)N([SiH3])CCC